P(=O)(OCOC1=C(C(=CC(=C1)CCCCC)O)C1CCCC(=C1)C)(OC)OC1=CC=CC=C1 ((6-hydroxy-5'-methyl-4-pentyl-1',2',3',4'-tetrahydro-[1,1'-biphenyl]-2-yl)oxy)methyl methyl phenyl phosphate